CN(C(=O)C1=C(C=C(C=C1)C1=C(C=CC=C1)C)CC(=O)O)C 2-(4-(dimethylcarbamoyl)-2'-methyl-[1,1'-biphenyl]-3-yl)acetic acid